5-methyl-3-(methylsulfonyl)pyrrolidine-1-carboxylic acid isopropyl ester C(C)(C)OC(=O)N1CC(CC1C)S(=O)(=O)C